FC1(CC=C(C=C1)S(=O)(=O)NC1=CC=C2CCCN(C2=C1)S(=O)(=O)CC1=C(C=CC=C1)F)F 4,4-difluoro-N-(1-((2-fluorobenzyl)sulfonyl)-1,2,3,4-tetrahydroquinolin-7-yl)benzenesulfonamide